(S)-N-(2,3-difluoro-4-((3-(2-(piperidin-3-ylamino)pyrimidin-4-yl)pyridin-2-yl)oxy)phenyl)-4,4-dimethylpentane-1-sulfonamide FC1=C(C=CC(=C1F)OC1=NC=CC=C1C1=NC(=NC=C1)N[C@@H]1CNCCC1)NS(=O)(=O)CCCC(C)(C)C